C12CCC(CC1)N2C2=NC=C(C(=N2)OC2=CC=CC=C2)C(=O)N[C@@H](C)\C=C\S(=O)(=O)C (S,E)-2-(7-azabicyclo[2.2.1]heptan-7-yl)-N-(4-(methylsulfonyl)but-3-en-2-yl)-4-phenoxypyrimidine-5-carboxamide